BrN1C=CC2=CC=CC=C12 1-bromoindole